1,4,6,7-Tetrahydro-pyrano[4,3-c]pyrazole N1N=CC2=C1CCOC2